C1(CC1)C[C@H](CCCC(=O)C1=CN=C2C(=N1)N(C(=C2)C2(CC2)C(F)(F)F)C)[C@H]2N(C(OC2)(C)C)C(=O)OC(C)(C)C tert-butyl (4R)-4-[(1S)-1-(cyclopropylmethyl)-5-[5-methyl-6-[1-(trifluoromethyl)cyclopropyl]pyrrolo[2,3-b]pyrazin-3-yl]-5-oxo-pentyl]-2,2-dimethyl-oxazolidine-3-carboxylate